O1C[C@H](CC1)CCS(=O)(=O)[O-] [(3R)-tetrahydrofuran-3-yl]methylmethanesulfonate